C(C)C1(OC2=CC=C(C=C2C(C1)=O)C1=NOC(=N1)C=1C=CC(=C(C#N)C1)NC(C)C)CC 5-(3-(2,2-diethyl-4-oxochroman-6-yl)-1,2,4-oxadiazol-5-yl)-2-(isopropylamino)benzonitrile